CS(=O)(=O)OCC1(CC(C1)N)C1=NC(=C(C=C1)CC)OC (3-amino-1-(5-ethyl-6-methoxypyridin-2-yl)cyclobutyl)methyl methanesulfonate